3-(5-(2,5-difluorophenyl)-1,3,4-oxadiazol-2-yl)-5-(1H-pyrazol-4-yl)pyridin-2-amine FC1=C(C=C(C=C1)F)C1=NN=C(O1)C=1C(=NC=C(C1)C=1C=NNC1)N